S1C(=CC=C1)CNCC#C N-(thien-2-ylmethyl)prop-2-yn-1-amine